tert-butyl 5,8-diazaspiro[2.5]octane-8-carboxylate C1CC12CNCCN2C(=O)OC(C)(C)C